1,1'-(1,4-phenylene)bis(indoline-5-amine) C1(=CC=C(C=C1)N1CCC2=CC(=CC=C12)N)N1CCC2=CC(=CC=C12)N